BrC=1C(=NC(=CC1)C=1N=NN(C1COC1OCCCC1)C)C 3-bromo-2-methyl-6-{1-methyl-5-[(oxan-2-yloxy)methyl]-1H-1,2,3-triazol-4-yl}pyridine